tert-butyl (2R)-2-(tert-butoxycarbonylamino)-3-(trifluoromethylsulfanyl)-propanoate C(C)(C)(C)OC(=O)N[C@H](C(=O)OC(C)(C)C)CSC(F)(F)F